N-2-pyridinyl-N-(triethoxysilyl-propyl)-urea N1=C(C=CC=C1)N(C(=O)N)CCC[Si](OCC)(OCC)OCC